ClCC(=O)OC1CCC(CC1)CN1CCN(CC1)C=1SC2=C(C(C1)=O)C=C(C=C2[N+](=O)[O-])C(F)(F)F 2-(4-(4-chloroacetyloxycyclohexylmethyl)piperazin-1-yl)-6-(trifluoromethyl)-8-nitro-benzothiopyran-4-one